IC=1C=NN(C1)C1(CC1)C#N 1-(4-iodopyrazol-1-yl)cyclopropane-1-carbonitrile